2-(benzo[d]thiazol-2-yl)-3a,4,7,7a-tetrahydro-1H-4,7-methanoisoindole-1,3(2H)-dione S1C(=NC2=C1C=CC=C2)N2C(C1C3C=CC(C1C2=O)C3)=O